ClC1=CC(=C(C=C1)NC=1C=C2C(=NC1C=1C3=C(C(N(C1)C)=O)NC=C3)N(C=C2)COCC[Si](C)(C)C)F 4-(5-((4-chloro-2-fluorophenyl)amino)-1-((2-(trimethylsilyl)ethoxy)methyl)-1H-pyrrolo[2,3-b]pyridin-6-yl)-6-methyl-1,6-dihydro-7H-pyrrolo[2,3-c]pyridin-7-one